C(CCCCCCC\C=C/C\C=C/CCCCC)C1(OCC(O1)CN(C)C)CCCCCCCC\C=C/C\C=C/CCCCC 2,2-dilinoleyl-4-dimethylaminomethyl-(1,3)-dioxolane